3-glycidyloxypropyl-tri-ethoxysilane C(C1CO1)OCCC[Si](OCC)(OCC)OCC